ClC1=CC2=C(C=N1)C(=NN2CC2(CCCC2)CO)C#CC2CCNCC2 (1-((6-chloro-3-(piperidin-4-ylethynyl)-1H-pyrazolo[4,3-c]pyridin-1-yl)methyl)cyclopentyl)methanol